N1(CCCCCC1)C=1C2=C(N=C(N1)SC)C(=C(N=C2)Cl)F 4-(azepan-1-yl)-7-chloro-8-fluoro-2-methylsulfanyl-pyrido[4,3-d]pyrimidine